BrC=1C=C(C=CC1C)[C@@H]1[C@H](C1)NC(N([C@H]1CN(CCC1)C=1N=NC=CC1)C1CC1)=O 3-[(1S,2R)-2-(3-bromo-4-methylphenyl)cyclopropyl]-1-cyclopropyl-1-[(3R)-1-(pyridazin-3-yl)piperidin-3-yl]urea